6-bromo-N1-methylnicotinimidohydrazide BrC=1N(CC(C(NN)=N)=CC1)C